ClCCCCCCCCCCC 11-chloroundecane